2-(5-fluoro-4-methoxy-1H-indazol-3-yl)-N,N-dimethylethan-1-amine FC=1C(=C2C(=NNC2=CC1)CCN(C)C)OC